ClC=1C2=C(N=CN1)N(C=C2)[C@H]2C[C@H](CCC2)C#N cis-3-(4-chloro-7H-pyrrolo[2,3-d]pyrimidin-7-yl)cyclohexane-1-carbonitrile